[2-(2,6-dioxopiperidin-3-yl)-3-oxo-4-(propan-2-yloxy)-2,3-dihydro-1H-isoindol-5-yl]methyl N-[4-(3-fluorophenoxy)phenyl]carbamate FC=1C=C(OC2=CC=C(C=C2)NC(OCC=2C(=C3C(N(CC3=CC2)C2C(NC(CC2)=O)=O)=O)OC(C)C)=O)C=CC1